The molecule is a monocarboxylic acid anion obtained by removal of a proton from the carboxylic acid group of phenylacetylglycine. The major species of phenylacetylglycine at pH 7.3. It has a role as a human metabolite and a mouse metabolite. It is a conjugate base of a phenylacetylglycine. C1=CC=C(C=C1)CC(=O)NCC(=O)[O-]